ClC1=CC(=C(COC2=CC=CC(=N2)C2CCN(CC2)CC2=NC3=C(N2)C(=C(C=C3)C(=O)O)O)C=C1)F 2-((4-(6-((4-Chloro-2-fluorobenzyl)oxy)pyridin-2-yl)piperidin-1-yl)methyl)-7-hydroxy-1H-benzo[d]imidazole-6-carboxylic acid